C(=O)[C@H]1CCCC(N1C(=O)OC(C)(C)C)(C)C tert-butyl (R)-6-formyl-2,2-dimethylpiperidine-1-carboxylate